5,6-dimethyl-1,3-isobenzofurandione CC=1C=C2C(OC(C2=CC1C)=O)=O